ClC=1C=CC(=NC1)C=1C=C(SC1C)C(=O)OC methyl 4-(5-chloropyridin-2-yl)-5-methylthiophene-2-carboxylate